FC1=C(CNC2=C3N=CN(C3=NC=N2)[C@H]2[C@@H](O)[C@H](O)[C@H](O2)CO)C(=CC=C1)C(F)(F)F 6-(2-Fluoro-6-(trifluoromethyl)benzylamino)-9-β-D-arabinofuranosylpurin